3-(4-methylbenzyliden)camphor CC1=CC=C(C=C2C(C3(CCC2C3(C)C)C)=O)C=C1